NC1=C2C(C3(C(OC4=C3C=CC(=C4)C4C(CC4)C)(C2=CC=C1)O)NC(=O)C=1NC=C(C1C)S(=O)(=O)C)=O N-(1-amino-4b-hydroxy-7-(2-methylcyclobutyl)-10-oxo-4b,10-dihydro-9bH-indeno[1,2-b]benzofuran-9b-yl)-3-methyl-4-(methylsulfonyl)-1H-pyrrole-2-carboxamide